7-[(3R,5S)-3,5-dimethylpiperazin-1-yl]-2-(2-methylimidazo[1,2-b]pyridazin-6-yl)pyrido[1,2-a]pyrimidin-4-one C[C@@H]1CN(C[C@@H](N1)C)C=1C=CC=2N(C(C=C(N2)C=2C=CC=3N(N2)C=C(N3)C)=O)C1